NC1=NN(C=C1C=1C=CC2=C(NCCNC2=O)C1)C=1C=C(C=CC1)NC(C=C)=O N-(3-(3-amino-4-(5-oxo-2,3,4,5-tetrahydro-1H-benzo[e][1,4]diazepin-8-yl)-1H-pyrazol-1-yl)phenyl)acrylamide